C1(=CC=CC=C1)C(C1=CC=CC=C1)=NC=1C=C(C=NC1)C(CC(F)F)NC(OC(C)(C)C)=O tert-butyl (1-(5-((diphenylmethylene)amino)pyridin-3-yl)-3,3-difluoropropyl)carbamate